7-methyl-6,7-dihydro-5H-imidazo[2,1-b][1,3]oxazine CC1CCN2C(O1)=NC=C2